FC1=CC(=C(C=C1)NC(=O)C=1COC2=C(C1)C=CC=C2)OC N-(4-fluoro-2-methoxyphenyl)-2H-benzopyran-3-carboxamide